FC1=CC(=C(C=C1)O)[C@@H]1N(C[C@H](C1)F)C=1C=CC=2N(N1)C(=CN2)C2=NC=NC(=C2)CCO 4-fluoro-2-((2R,4S)-4-fluoro-1-(3-(6-(2-hydroxyethyl)pyrimidin-4-yl)imidazo[1,2-b]pyridazin-6-yl)pyrrolidin-2-yl)phenol